C(C)OC(=O)C=1N=C(SC1)N1C[C@@H](CCC1)NC(=O)OC(C)(C)C.OC1=C(C=CC=C1)CC(C)(C1=C(C=CC=C1)O)C1=C(C=CC=C1)O 1,2,2-tris(hydroxyphenyl)propane ethyl-(R)-2-(3-((tert-butoxycarbonyl)amino)piperidin-1-yl)thiazole-4-carboxylate